(7S)-2-chloro-5,7,8-trimethyl-7,8-dihydropteridin-6(5H)-one ClC1=NC=2N([C@H](C(N(C2C=N1)C)=O)C)C